6-methoxy-5-(2-methyl-2H-indazol-5-yl)pyrazin-2-amine COC1=C(N=CC(=N1)N)C1=CC2=CN(N=C2C=C1)C